COC1=C(C=C(C=N1)NCC(C(=O)O)=C)\C=C\[C@@H]1CC[C@H](CC1)C(F)(F)F 2-[[[6-methoxy-5-[(E)-2-[trans-4-(trifluoromethyl)cyclohexyl]vinyl]-3-pyridinyl]amino]methyl]prop-2-enoic acid